1-(2-(methylsulfonyl)-ethyl)-2-((6-(trifluoro-methoxy)benzo[d]-oxazol-2-yl)amino)-1H-benzo[d]imidazole-5-carboxylic acid CS(=O)(=O)CCN1C(=NC2=C1C=CC(=C2)C(=O)O)NC=2OC1=C(N2)C=CC(=C1)OC(F)(F)F